[Mn].C(C(=O)O)(=O)O oxalic acid manganese